FC(C1=CC=C(C=C1)N1C=2N(CC(C1)CNCC(=O)O)N=CC2)(F)F ((4-(4-(trifluoromethyl)phenyl)-4,5,6,7-tetrahydropyrazolo[1,5-a]pyrimidin-6-yl)methyl)glycine